4-((4-fluorophenyl)(methyl)amino)-3-bromophenol FC1=CC=C(C=C1)N(C1=C(C=C(C=C1)O)Br)C